ClC=1C(=C2C(=NC1)N(C=N2)CCC[C@H]2NCCC[C@@H]2O)Cl (2R,3S)-2-(3-(6,7-dichloro-3H-imidazo[4,5-b]pyridin-3-yl)propyl)piperidin-3-ol